C(N)(OC1(CCC(CC1)C=1SC(=CN1)C1=C(C=C(C=C1)NC1=CC=NO1)S(NC(C)(C)C)(=O)=O)C(C)C)=O trans-isopropyl-(4-(5-(2-(N-(tert-butyl) sulfamoyl)-4-(isoxazol-5-ylamino) phenyl) thiazol-2-yl) cyclohexyl) carbamate